C([C@H]([C@H]([C@@H]([C@H](C(=O)O)N)O)O)O)O The molecule is hexanoic acid with four hydroxy groups at C-3, C-4, C-5, C-6, and an amino group at C-2. It has a role as a bacterial metabolite. It derives from a D-gluconic acid. It is a conjugate acid of a 2-amino-2-deoxy-D-gluconate. It is a tautomer of a 2-amino-2-deoxy-D-gluconic acid zwitterion.